(1S,2S)-2-((4-chlorophenoxy)methyl)cyclopentan-1-amine hydrochloride Cl.ClC1=CC=C(OC[C@@H]2[C@H](CCC2)N)C=C1